C1(CC1)C1=NC=NC(=C1C=1N=CC2=C(N1)C(=NN2COCC[Si](C)(C)C)C2=C(N=C(N2C)C2=CC=C(C=C2)C)C#N)OC 5-[5-(4-cyclopropyl-6-methoxy-pyrimidin-5-yl)-1-(2-trimethylsilylethoxymethyl)pyrazolo[4,3-d]pyrimidin-3-yl]-1-methyl-2-(p-tolyl)imidazole-4-carbonitrile